((trifluoromethyl)sulfonyl)amine lithium salt [Li].FC(S(=O)(=O)N)(F)F